O=C1N(N2C(CCCC2)=C1C(=O)OCC)C1=CC=CC=C1 ethyl 2-oxo-1-phenyl-1,2,4,5,6,7-hexahydropyrazolo[1,5-a]pyridine-3-carboxylate